[Ni-4](=O)(=O)=O nickelous trioxide